(1R,3S,5S)-3-Benzyl 2-tert-butyl 5-((2-(dimethylamino)ethoxy)methyl)-2-azabicyclo[3.1.0]hexane-2,3-dicarboxylate CN(CCOC[C@]12C[C@H](N([C@@H]2C1)C(=O)OC(C)(C)C)C(=O)OCC1=CC=CC=C1)C